Methyl 2-(2-((tert-butoxycarbonyl)amino)ethyl)-1-oxoisoindoline-4-carboxylate C(C)(C)(C)OC(=O)NCCN1C(C=2C=CC=C(C2C1)C(=O)OC)=O